C(CC)(=O)OCC\C=C/CC (Z)-3-Hexenyl Propionate